(S)-1-(2-azidopropyl)-2-oxo-1,2-dihydropyridine-3-carboxylic acid N(=[N+]=[N-])[C@H](CN1C(C(=CC=C1)C(=O)O)=O)C